C(=O)CCCCCCCCCCCCCCCC(=O)OC Methyl 16-formylhexadecanoate